[N+](=O)([O-])C=1C=C2CC(CC2=CC1)O 5-nitroindan-2-ol